O=C1NC2=CC(=CC=C2C=C1C(=O)OC)C=C methyl 2-oxo-7-vinyl-1,2-dihydroquinoline-3-carboxylate